5-methyl-6-(3-(trifluoromethyl)-7,8-dihydro-1,6-naphthyridin-6(5H)-yl)pyridazin CC=1C=CN=NC1N1CC=2C=C(C=NC2CC1)C(F)(F)F